ClC1=NN=C(C=2C=C3C(=CC12)C(C(N3C)=O)(OC)CC)C 5-chloro-3-ethyl-3-methoxy-1,8-dimethyl-pyrrolo[2,3-g]phthalazin-2-one